2-aminopyrimidine-5-carbaldehyde NC1=NC=C(C=N1)C=O